C(C1=CC=CC=C1)OC1=CC=2[C@@H]3N(N4C(C2C=C1Cl)=CC(C(=C4)C(=O)OC)=O)C4(CC3)CC4 Methyl (R)-12'-(benzyloxy)-11'-chloro-8'-oxo-1',2',8',13b'-tetrahydrospiro[cyclopropane-1,3'-pyrido[2,1-a]pyrrolo[1,2-c]phthalazine]-7'-carboxylate